O=C(C(CC1=CC=CC=C1)N1C(CCC1=O)=O)N1CCN(CC1)C1=CC(=CC=C1)OC(F)(F)F 1-(1-Oxo-3-Phenyl-1-(4-(3-(Trifluoromethoxy)Phenyl)Piperazin-1-yl)Propan-2-yl)Pyrrolidine-2,5-Dione